ClC1=C(C=NC2=C(C(=CC=C12)F)C1=CC(=CC(=C1)Cl)Cl)C(=O)N[C@H]1CCOC2=CC=CC=C12 (S)-4-chloro-N-(chroman-4-yl)-8-(3,5-dichlorophenyl)7-fluoroquinoline-3-carboxamide